C(C=C)OC1=CC=C(C(=C1[C@@H]1CC2=NN=C(N2C1)[C@H]1CN(CC1)C(C)C)Cl)Cl (S)-6-(6-(allyloxy)-2,3-dichlorophenyl)-3-((R)-1-isopropylpyrrolidin-3-yl)-6,7-dihydro-5H-pyrrolo[2,1-c][1,2,4]triazole